(2-(1-(8-(1H-imidazol-1-yl)-7-methoxyquinazolin-4-yl)piperidin-4-yl)ethyl)phosphonic acid N1(C=NC=C1)C=1C(=CC=C2C(=NC=NC12)N1CCC(CC1)CCP(O)(O)=O)OC